CN1N=C(C2=CC(=CC=C12)C(=O)O)C=1N(C2=CC=CC=C2C1)C 1-methyl-3-(1-methyl-1H-indol-2-yl)-1H-indazole-5-carboxylic acid